C1(C=CC=C1)C(=O)OCC ethyl cyclopentadienylcarboxylate